Diphenylmethylene(1-indenyl)cyclopentadienyl-zirconium dichloride [Cl-].[Cl-].C1(=CC=CC=C1)C(C1=CC=CC=C1)=[Zr+2](C1C=CC=C1)C1C=CC2=CC=CC=C12